(iso-propylamino)methyldiallylsilane C(C)(C)NC[SiH](CC=C)CC=C